[7-[5-[(1R)-1-(3,5-dichloro-4-pyridyl)ethoxy]-1H-indazol-3-yl]-2,3-dihydro-pyrido[2,3-b][1,4]oxazin-1-yl]-(2-methyl-4-pyridyl)methanone ClC=1C=NC=C(C1[C@@H](C)OC=1C=C2C(=NNC2=CC1)C1=CC2=C(OCCN2C(=O)C2=CC(=NC=C2)C)N=C1)Cl